[Si]([O-])([O-])([O-])[O-].[Mg+2].[Mg+2] dimagnesium silicate